C(C)N1N=CC=C1C(=O)N[C@H](C(=O)NC1=CC(=C(C=C1)C=1C(=NNC1)C)F)C(C1=CC=CC=C1)C1=CC=CC=C1 (S)-1-ethyl-N-(1-((3-fluoro-4-(3-methyl-1H-pyrazol-4-yl)phenyl)amino)-1-oxo-3,3-diphenylprop-2-yl)-1H-pyrazole-5-carboxamide